C(C)OC1CC=C(CCC2C(CC2C1=C)(C)C)C 7-ethoxy-4,11,11-trimethyl-8-methylenebicyclo[7.2.0]undec-4-ene